tert-butyl (4R,7S,8S)-13-chloro-14-fluoro-10-oxa-2,12,16,17,19-pentazapentacyclo[9.6.1.14,7.02,8.015,18]nonadeca-1(17),11(18),12,14-tetraene-19-carboxylate ClC1=NC=2OC[C@@H]3[C@@H]4CC[C@H](CN3C3=NNC(=C1F)C32)N4C(=O)OC(C)(C)C